4-(5-fluoropyrimidin-2-yl)-2-morpholinoaniline FC=1C=NC(=NC1)C1=CC(=C(N)C=C1)N1CCOCC1